N4-butyrylcytosine C(CCC)(=O)NC1=NC(NC=C1)=O